C(C1=CC=CC=C1)OC1=CC=C(C=2C(N(C3CC(C(C21)C3)O)C)=O)F 7-(benzyloxy)-10-fluoro-5-hydroxy-2-methyl-3,4,5,6-tetrahydro-3,6-methanobenzo[c]azocin-1(2H)-one